2-(((2r,3s,4r,5r)-5-(6-chloro-3-methyl-1H-pyrazolo[3,4-b]pyridin-1-yl)-3-ethynyl-3,4-dihydroxytetrahydrofuran-2-yl)methoxy)-2-(4-(2-oxotetrahydropyrimidin-1(2H)-yl)benzyl)malonic acid ClC1=CC=C2C(=N1)N(N=C2C)[C@H]2[C@@H]([C@@]([C@H](O2)COC(C(=O)O)(C(=O)O)CC2=CC=C(C=C2)N2C(NCCC2)=O)(O)C#C)O